2-(4-bromo-1-isobutyl-1H-pyrazol-3-yl)-5-fluoropyridine BrC=1C(=NN(C1)CC(C)C)C1=NC=C(C=C1)F